C(C)(C)C(C(=O)OO)(CCC)C(C)C.C(=O)(OC(C)C)OOC(=O)OC(C)C diisopropyl peroxydicarbonate (diisopropylpropylperoxydicarbanate)